6-chloro-N-(4-{imidazo[1,2-a]pyridin-7-yloxy}-3-methylphenyl)pyrido[3,2-d]pyrimidin-4-amine ClC=1C=CC=2N=CN=C(C2N1)NC1=CC(=C(C=C1)OC1=CC=2N(C=C1)C=CN2)C